BrC1(C(N=CC=C1)C(C)NC(C1=C(N=CC=C1Cl)Cl)=O)Cl N-[1-(3-bromo-3-chloropyridin-2-yl)ethyl]2,4-dichloronicotinamide